C(CCC)C1=NC2=C3N=C(C=CC3=CC(=C2C=C1)NC1=C([N+](=O)[O-])C=C([N+](=O)[O-])C=C1[N+](=O)[O-])CCCC 2,9-dibutyl-5-picrylamino-1,10-phenanthroline